N1(CN(CN(C1)CCO)CCO)CCO 1,3,5-TRIAZINE-1,3,5(2H,4H,6H)-TRIETHANOL